FC1=C(C=CC=C1)NC1=NN2C(=NC=CC2=N1)C1=CC(=C(C(=C1)OC)OC)OC N-(2-fluorophenyl)-5-(3,4,5-trimethoxyphenyl)-[1,2,4]triazolo[1,5-c]pyrimidin-2-amine